C(C)(C)C1=C(N)C=CC(=C1)CC1=CC(=C(N)C(=C1)CC)CC 2-isopropyl-2',6'-diethyl-4,4'-methylenedianiline